ClC=1C=C(C=CC1)C1C(C1)C(=O)NC1=NC=CC(=C1)NCC=1N=C2N(C=C(C=C2CCNC)C2CC2)C1 2-(3-chlorophenyl)-N-(4-(((6-cyclopropyl-8-(2-(methylamino)ethyl)imidazo[1,2-a]pyridin-2-yl)methyl)amino)pyridin-2-yl)cyclopropane-1-carboxamide